((1R,5S,6s)-6-((4-(2-aminopropan-2-yl)-6-(2,4,4-trimethylpiperidin-1-yl)pyridin-2-yl)oxy)-3-azabicyclo[3.1.0]hexan-3-yl)(3-methyl-1-(pyrimidin-2-yl)-1H-pyrazol-4-yl)methanone NC(C)(C)C1=CC(=NC(=C1)N1C(CC(CC1)(C)C)C)OC1[C@@H]2CN(C[C@H]12)C(=O)C=1C(=NN(C1)C1=NC=CC=N1)C